5-cyclopropyl-N-[(2S)-3,3-dimethyl-1-(methylamino)-1-oxobutan-2-yl]-4-[(3-methyloxetan-3-yl)methoxy]pyridine-2-carboxamide C1(CC1)C=1C(=CC(=NC1)C(=O)N[C@H](C(=O)NC)C(C)(C)C)OCC1(COC1)C